tert-butyl 3-[1-(2-bromophenyl)cyclopropyl](methyl)carbamoyl-4H,5H,6H,7H-pyrazolo[1,5-a]pyrazine-5-carboxylate BrC1=C(C=CC=C1)C1(CC1)C=1C(=NN2C1CN(CC2)C(=O)OC(C)(C)C)C(NC)=O